(R)-N-(8-methylisoquinolin-1-yl)-N-(piperidin-3-yl)-4-(1H-1,2,3-triazol-1-yl)piperidine-1-carboxamide CC=1C=CC=C2C=CN=C(C12)N(C(=O)N1CCC(CC1)N1N=NC=C1)[C@H]1CNCCC1